O=C(CCC(=O)O)N1[C@@H](CCC1)C(=O)OC(C)(C)C1=CC=CC=C1 4-oxo-4-((S)-2-(((2-phenylpropan-2-yl)oxy)carbonyl)pyrrolidin-1-yl)butanoic acid